N-[[3-Chloro-5-[(7S)-6-(2-chloro-3-methoxy-benzoyl)-2,7-dimethyl-5,7-dihydro-4H-pyrazolo[3,4-c]pyridin-3-yl]phenyl]methyl]methanesulfonamide ClC=1C=C(C=C(C1)C=1N(N=C2[C@@H](N(CCC21)C(C2=C(C(=CC=C2)OC)Cl)=O)C)C)CNS(=O)(=O)C